C1=CCOC=2C=CC3=C(C12)C=CC=C3 benzo[f]chromene